FC=1C=2N(C=C(C1)NC(=O)C=1C=CC(=C3C=NC=NC13)N1CCNCC1)C=C(N2)C N-[8-fluoro-2-methylimidazo[1,2-a]pyridin-6-yl]-5-(piperazin-1-yl)quinazoline-8-carboxamide